(S)-4-amino-7-fluoro-N-methyl-N-(6-(trifluoromethyl)-2,3-dihydrofuro[2,3-b]pyridin-3-yl)imidazo[1,5-a]quinoxaline-8-carboxamide NC=1C=2N(C3=CC(=C(C=C3N1)F)C(=O)N([C@@H]1COC3=NC(=CC=C31)C(F)(F)F)C)C=NC2